methyl 9-tridecenoate C(CCCCCCCC=CCCC)(=O)OC